FC1=C(C=CC=C1)C1=CC=C(C=C1)C=O 2'-fluorobiphenyl-4-formaldehyde